Perhydro-2-benzopyrone O1C(CCC2C1CCCC2)=O